FC1CC(CC1)NC1=C(C(=O)NC=2C(=NC(=CC2)OC)C)C=CC(=C1)C(F)(F)F 2-((3-fluorocyclopentyl)amino)-N-(6-methoxy-2-methylpyridin-3-yl)-4-(trifluoromethyl)benzamide